OC=1C=CC(=NC1)NC(CCCCCCC)=O N-(5-hydroxypyridin-2-yl)octanamide